C(C)(C)(C)C1=NN2C(N(C3=C(C2=O)CN(C3=O)C[C@H](C)O)CC(=O)OCC)=C1 ethyl {2-tert-butyl-6-[(2S)-2-hydroxypropyl]-5,8-dioxo-5,6,7,8-tetrahydro-4H-pyrazolo[1,5-a]pyrrolo[3,4-d]pyrimidin-4-yl}acetate